FC1=C2N=C(C(=NC2=CC(=C1)F)SC1=NN=NN1C1CC1)SC1=NN=NN1C1CC1 5,7-Difluoro-2,3-bis((1-cyclopropyltetrazol-5-yl)thio)quinoxaline